FC(C(O)C=1C=C(C2=C(N=C(O2)N2CC3CCC(C2)N3C(=O)OC(C)(C)C)C1)C=1SC=CN1)F tert-Butyl 3-(5-(2,2-difluoro-1-hydroxyethyl)-7-(thiazol-2-yl)benzo[d]oxazol-2-yl)-3,8-diazabicyclo[3.2.1]octane-8-carboxylate